N,N'-diferuloyl-putrescine C(\C=C\C1=CC(OC)=C(O)C=C1)(=O)NCCCCNC(\C=C\C1=CC(OC)=C(O)C=C1)=O